O=C1NC2(C(N1)=O)CC(CC2)CC2=C(C=CC=C2)S(=O)(=O)N ((2,4-dioxo-1,3-diazaspiro[4.4]nonane-7-yl)methyl)benzenesulfonamide